C1(CC1)N1C(=NC2=C1C=C(C=C2)F)N2C=NC1=C2C=C(C=C1)F 1'-Cyclopropyl-6,6'-difluoro-1H-1,2'-bibenzo[d]imidazole